5-bromo-2-fluoro-3-{[2-(trimethylsilyl)ethoxy]methoxy}pyridine BrC=1C=C(C(=NC1)F)OCOCC[Si](C)(C)C